F[B-](F)(F)F.[Li].C(CCC)N1C=[N+](C=C1)C 1-butyl-3-methylimidazolium lithium tetrafluoroborate